NC1=C(C=C(C=C1)C1=CCN(C2(COC2)C1)C(=O)OCC1=CC=CC=C1)O Benzyl 8-(4-amino-3-hydroxy-phenyl)-2-oxa-5-azaspiro[3.5]non-7-ene-5-carboxylate